3-(pyridin-2-yl)-1,2,4-thiadiazol-5-amine N1=C(C=CC=C1)C1=NSC(=N1)N